5,8-dihydro-6H-[1,6]naphthyridin-7-one N1=CC=CC=2CNC(CC12)=O